CC[C@H](C)[C@@H](C(=O)O)NC(=O)[C@H]([C@@H](C)O)N The molecule is a dipeptide obtained by formal condensation of the carboxy group of L-threonine with the amino group of L-isoleucine. It derives from a L-threonine and a L-isoleucine.